(5-(bicyclo[1.1.1]pent-1-yl)-8-(methylamino)-2,7-naphthyridin-3-yl)cyclopropanecarboxamide C12(CC(C1)C2)C2=C1C=C(N=CC1=C(N=C2)NC)C2(CC2)C(=O)N